4-(dibenzylamino)-1-ethylcyclohexane-1-ol C(C1=CC=CC=C1)N(C1CCC(CC1)(O)CC)CC1=CC=CC=C1